FC=1C=C2C(NN(C(C2=CC1F)=O)C1=C(C=CC=C1)C)=O 6,7-difluoro-2-(o-tolyl)-2,3-dihydro-phthalazine-1,4-dione